C(C1=CC=CC=C1)=C1C=C(C(C(=C1)C(C)(C)C)=O)C(C)(C)C 4-Benzylidene-2,6-di-tert-butyl-cyclohexa-2,5-dien-1-one